1-ethoxyvinyl-2-fluoropyridine C(C)OC(=C)C=1C(=NC=CC1)F